C(C)(C)(C)C1=CC=C(CSC=2C(=NC(=CC2)Cl)C2=NC(=NN2C)C2=CC=CC=C2)C=C1 3-((4-(tert-butyl)benzyl)thio)-6-chloro-2-(1-methyl-3-phenyl-1H-1,2,4-triazol-5-yl)pyridine